1-(3-chloro-5-fluorophenyl)-5,5-difluoro-3-(hydroxymethyl)-4,5,6,7-tetrahydro-1H-indol ClC=1C=C(C=C(C1)F)N1C=C(C=2CC(CCC12)(F)F)CO